FC(C=1N=C(NC1)C1=CC=C(C(=O)OC)C=C1)(F)F methyl 4-(4-(trifluoromethyl)-1H-imidazol-2-yl)benzoate